4-(1-{4-[(2S)-2,3-dihydro-1,4-benzodioxin-2-yl]benzyl}piperidin-4-yl)butanoic acid O1[C@H](COC2=C1C=CC=C2)C2=CC=C(CN1CCC(CC1)CCCC(=O)O)C=C2